CC1(NC(=NC(=C1)C)NC=1C=C(C2=C(CCO2)C1)C=1CCCNCC1)N 4,6-dimethyl-N2-[7-(2,3,4,7-tetrahydro-1H-azepin-5-yl)-2,3-dihydrobenzofuran-5-yl]pyrimidine-2,4-diamine